C(C)(C)(C)OC(=O)NC(C(=O)OC)C[C@@H]1OC(CC1)(C)C Methyl 2-(tert-butoxycarbonylamino)-3-[(2R)-5,5-dimethyltetrahydrofuran-2-yl]propanoate